5-fluoro-6-methyl-N-[[4-methyl-5-(methylsulfonimidoyl)-1H-imidazol-2-yl]-phenylmethyl]pyridin-2-amine FC=1C=CC(=NC1C)NC(C1=CC=CC=C1)C=1NC(=C(N1)C)S(=O)(=N)C